N-(4-((1-Methyl-2-oxo-1,2-dihydroquinolin-3-yl)methyl)benzyl)acetamide CN1C(C(=CC2=CC=CC=C12)CC1=CC=C(CNC(C)=O)C=C1)=O